Di(1-naphthyl)diethoxysilane 2-Methyl-2-(2-methyl-4-((5-oxo-4-(p-tolyl)-4,5-dihydro-1H-1,2,4-triazol-1-yl)methyl)phenoxy)propionate CC(C(=O)O)(C)OC1=C(C=C(C=C1)CN1N=CN(C1=O)C1=CC=C(C=C1)C)C.C1(=CC=CC2=CC=CC=C12)[Si](OCC)(OCC)C1=CC=CC2=CC=CC=C12